O=C1[C@@H](C2=C(CN3N1CCC3)C=CC=C2)NC(OC(C)(C)C)=O |r| racemic-tert-butyl 11-oxo-1,2,3,5,10,11-hexahydrobenzo[d]pyrazolo[1,2-a][1,2]diazepin-10-ylcarbamate